2-(METHYLTHIO)PYRIMIDINE-5-BORONIC ACID CSC1=NC=C(C=N1)B(O)O